NC(C(C)(C)NC(C(=O)C1=C(C(=C(N1CCF)C)C(=O)NC1=CC(=C(C=C1)F)C)C)=O)=O 5-(2-((1-amino-2-methyl-1-oxopropan-2-yl)amino)-2-oxoacetyl)-N-(4-fluoro-3-methylphenyl)-1-(2-fluoroethyl)-2,4-dimethyl-1H-pyrrole-3-carboxamide